3-phenyl-3-(4-morpholinophenyl)-16-(ethoxycarbonyl)-methyl-16-hydroxy-3,16-dihydrobenzofuro[2'',3'':6',7']indeno[3',2':4,3]naphtho[1,2-b]pyran C1(=CC=CC=C1)C1(C=C(C2=C(O1)C=1C=CC=CC1C1=C2C(C2=C3C(=CC=C21)OC2=C3C=CC=C2)(O)C(=O)OCC)C)C2=CC=C(C=C2)N2CCOCC2